methyl (2S)-5-cyclobutoxy-2-methyl-6-[1-(2-methylpiperidin-4-yl)-1H-pyrazol-4-yl]-1,2,3,4-tetrahydroquinoline-1-carboxylate C1(CCC1)OC1=C2CC[C@@H](N(C2=CC=C1C=1C=NN(C1)C1CC(NCC1)C)C(=O)OC)C